ClC1=CC(=C(C=C1)NC(NC=1C=C(C=CC1[C@H](C(F)(F)F)OCC)[C@@H](CC(=O)O)COC)=O)F (R)-3-(3-(3-(4-chloro-2-fluorophenyl)ureido)-4-((R)-1-ethoxy-2,2,2-trifluoroethyl)phenyl)-4-methoxybutanoic acid